C1N(CC2C1CCC2)CC2=C(C1=C(C=CC(=NO1)O)C=C2)O 8-((hexahydrocyclopenta[c]pyrrol-2(1H)-yl)methyl)-3,9-dihydroxybenzo[5,6]oxazepin